3-(4-(4-fluorophenyl)-7-hydroxy-2-oxo-3-(tetrahydro-2H-pyran-4-yl)quinolin-1(2H)-yl)cyclobutane-1-carboxylic acid FC1=CC=C(C=C1)C1=C(C(N(C2=CC(=CC=C12)O)C1CC(C1)C(=O)O)=O)C1CCOCC1